tritiocarbonate [3H]OC(=O)O[3H]